FC(CN1N=C(C=C1)CC1=CC=NC=C1)(F)F 4-((1-(2,2,2-Trifluoroethyl)-1H-pyrazol-3-yl)methyl)pyridine